4-(pyridin-3-ylmethyl)benzoic acid methyl ester COC(C1=CC=C(C=C1)CC=1C=NC=CC1)=O